FC(C1=C2CNCC2=CC=C1)(F)F 4-(trifluoromethyl)-2,3-dihydro-1H-isoindole